6-(5-(trifluoromethyl)pyridin-2-yl)pyridol-3,4-d FC(C=1C=CC(=NC1)C1=CC(=C(C(=N1)O)[2H])[2H])(F)F